CN1N=CC=C1CN1C(SC=C1)=N 3-((1-methyl-1H-pyrazol-5-yl)methyl)thiazol-2(3H)-imine